ClC1=CC=2C=3N(C=NC2C=N1)CCCN3 10-chloro-3,4-dihydro-2H-pyrido[4,3-e]pyrimido[1,2-c]pyrimidine